CN1C(=NC2=C1C=C(C=C2)C(=O)O)CN2CCC(CC2)C2=NC(=CC=C2)OCC2=C(C=CC=C2)C 1-methyl-2-[(4-{6-[(2-methylbenzyl)oxy]pyridin-2-yl}piperidin-1-yl)methyl]-1H-benzimidazole-6-carboxylic acid